5-tert-butoxy-1-methylhydantoin C(C)(C)(C)OC1C(NC(N1C)=O)=O